(S)-2-bromo-N-(1-(4-methoxyphenyl)ethyl)acetamide BrCC(=O)N[C@@H](C)C1=CC=C(C=C1)OC